N1=CC=C(C2=CC=CC=C12)C1=CCC2(CC2C(=O)OCC)CC1 (±)-Ethyl 6-(quinolin-4-yl)spiro[2.5]oct-5-ene-1-carboxylate